(S)-2-(4-acetoxyphenyl)-4-oxochromane-5,7-diyl diacetate C(C)(=O)OC1=C2C(C[C@H](OC2=CC(=C1)OC(C)=O)C1=CC=C(C=C1)OC(C)=O)=O